3-(3,4-dihydroxyphenyl)-3-(4-(trifluoromethoxy)phenyl)-7-(trifluoromethyl)indol-2-one OC=1C=C(C=CC1O)C1(C(NC2=C(C=CC=C12)C(F)(F)F)=O)C1=CC=C(C=C1)OC(F)(F)F